C1(=CC(=CC=C1)CN)CN M-xylylenediamine